4-(3-methoxy-2,6-dimethylphenyl)-1-methyl-indazole-6-carboxamide COC=1C(=C(C(=CC1)C)C1=C2C=NN(C2=CC(=C1)C(=O)N)C)C